3-((3-((2-(difluoromethoxy)-6-methylpyridin-3-yl)carbamoyl)-3-(2-isopropylphenyl)azetidine-1-carbonyl)oxy)-2,2-dimethylpropionic acid FC(OC1=NC(=CC=C1NC(=O)C1(CN(C1)C(=O)OCC(C(=O)O)(C)C)C1=C(C=CC=C1)C(C)C)C)F